C/C(=C/[O-])/C(=C/C(=O)C(=O)O)/O The molecule is a hydroxy monocarboxylic acid anion that is the conjugate base of 2,4-dihydroxy-5-methyl-6-oxo-2,4-hexadienoic acid, obtained by deprotonation of the carboxy group; major species at pH 7.3. It has a role as a bacterial xenobiotic metabolite. It is a hydroxy monocarboxylic acid anion and an oxo monocarboxylic acid. It is a conjugate base of a 2,4-dihydroxy-5-methyl-6-oxo-2,4-hexadienoic acid.